N-(4-fluoro-2-(trifluoromethyl)benzyl)-8-oxo-5,6,7,8-tetrahydroquinoline-5-carboxamide FC1=CC(=C(CNC(=O)C2C=3C=CC=NC3C(CC2)=O)C=C1)C(F)(F)F